CN1CCC(CC1)N1C=CC=2C1=NC=C(C2)C(=O)OC methyl 1-(1-methylpiperidin-4-yl)-1H-pyrrolo[2,3-b]pyridine-5-carboxylate